cyclopentyl methyl(propan-2-yl)carbamate CN(C(OC1CCCC1)=O)C(C)C